(S)-1-amino-1'-(6-amino-5-((2-amino-3-chloropyridin-4-yl)thio)pyrazin-2-yl)-5-fluoro-1,3-dihydro-spiro[indene-2,4'-piperidine]-6-carbonitrile N[C@@H]1C2=CC(=C(C=C2CC12CCN(CC2)C2=NC(=C(N=C2)SC2=C(C(=NC=C2)N)Cl)N)F)C#N